tert-butyl 6-(hydroxy-methyl)-1,4-oxazepane-4-carboxylate OCC1CN(CCOC1)C(=O)OC(C)(C)C